C(C)OC(=O)[C@@H]1CN(C[C@H]1C1=CC=CC=C1)CC1=CC=CC=C1 |r| (±)-trans-1-benzyl-4-phenylpyrrolidine-3-carboxylic acid ethyl ester